methyl (2S,3R)-2-(4-chloro-2-cyano-N-methylphenylsulfonamido)-3-(6-fluoro-2,3-dimethylphenyl)butanoate ClC1=CC(=C(C=C1)S(=O)(=O)N(C)[C@H](C(=O)OC)[C@H](C)C1=C(C(=CC=C1F)C)C)C#N